N1,N3,N5-tris(2-octyldodecyl)-1,3,5-benzenetricarboxamide C(CCCCCCC)C(CNC(=O)C1=CC(=CC(=C1)C(=O)NCC(CCCCCCCCCC)CCCCCCCC)C(=O)NCC(CCCCCCCCCC)CCCCCCCC)CCCCCCCCCC